C(C1=CC=CC=C1)OC([C@@H](NC)CC(=O)O)=O methyl-aspartic acid benzyl ester